tert-Butyl 8'-((2-(1H-pyrazol-1-yl)benzyl)amino)spiro[cyclopentane-1,5'-pyrazolo[1,5-a]pyrrolo[3,4-d]pyrimidine]-6'(7'H)-carboxylate N1(N=CC=C1)C1=C(CNC2=C3C(=NC=4N2N=CC4)C4(N(C3)C(=O)OC(C)(C)C)CCCC4)C=CC=C1